5-bromo-1-methyl-1H-1,2,3-triazole BrC1=CN=NN1C